FC1=C(C#N)C=CC(=C1)OCC1(CN(C1)S(=O)(=O)C1=C(C=C(C=C1)F)C)CO 2-Fluoro-4-((1-((4-fluoro-2-methylphenyl)sulfonyl)-3-(hydroxymethyl)azetidin-3-yl)methoxy)benzonitrile